1-(4-(6-chloro-7-(3-(difluoro-methyl)naphthalen-1-yl)-8-fluoro-quinazolin-4-yl)piperazin-1-yl)prop-2-en-1-one ClC=1C=C2C(=NC=NC2=C(C1C1=CC(=CC2=CC=CC=C12)C(F)F)F)N1CCN(CC1)C(C=C)=O